C1(CCCCC1)CNC(OC1=CC(=CC=C1)C=1C=NC=C(C1)C(F)(F)F)=O 3-(5-(trifluoromethyl)pyridin-3-yl)phenyl (cyclohexylmethyl)carbamate